(R)-6-(3-((3-hydroxy-1-methyl-2-oxopyrrolidin-3-yl)ethyl)phenyl)-4-methoxypicolinamide O[C@]1(C(N(CC1)C)=O)CCC=1C=C(C=CC1)C1=CC(=CC(=N1)C(=O)N)OC